3,4-diaminopyrimidine NN1CN=CC=C1N